tert-butyl-(3R)-3-[ethyl-(4-nitrophenyl)sulfonyl-amino]pyrrolidine-1-carboxylate C(C)(C)(C)OC(=O)N1C[C@@H](CC1)N(S(=O)(=O)C1=CC=C(C=C1)[N+](=O)[O-])CC